2-fluoro-N-(1-(1-(1-(2-fluoroacryloyl)azetidin-3-yl)-3-(4-(trifluoromethyl)phenyl)-1H-indazole-7-carbonyl)piperidin-4-yl)acrylamide FC(C(=O)NC1CCN(CC1)C(=O)C=1C=CC=C2C(=NN(C12)C1CN(C1)C(C(=C)F)=O)C1=CC=C(C=C1)C(F)(F)F)=C